C(=O)O.N[C@H]1CC=CC[C@@H]1C1=C(C2=NC(=CC(=C2S1)NC\C=C\C)Cl)Cl 2-((1s,6s)-6-aminocyclohex-3-en-1-yl)-N-((E)-but-2-en-1-yl)-3,5-dichlorothieno[3,2-b]pyridin-7-amine formate salt